FC[C@H](CN(CC[C@@H](C(=O)O)NC([C@@H](C)C1=CC=CC=C1)=O)CCCCC1=NC=2NCCCC2C=C1)OC (S)-4-(((S)-3-fluoro-2-methoxypropyl)(4-(5,6,7,8-tetrahydro-1,8-naphthyridin-2-yl)butyl)amino)-2-((S)-2-phenylpropanamido)butanoic acid